FC=1C=C(C(=O)NC)C=C(C1)C(C)N1C(C2=CC=C(C=C2C=C1)C=1C=NNC1C(F)(F)F)=O 3-Fluoro-N-methyl-5-(1-(1-oxo-6-(5-(trifluoromethyl)-1H-pyrazol-4-yl)isoquinolin-2(1H)-yl)ethyl)benzamide